N-(tert-butyl)decane-1,7-diamine C(C)(C)(C)NCCCCCCC(CCC)N